C(CCCCC(C)C)C=CC1=CC=CC=C1 Isooctyl-styrene